5-ethynyl-6-fluoro-4-(8-fluoro-5-methyl-2-(((4as,7ar)-1-methyl-octahydro-4aH-cyclopenta[b]pyridin-4a-yl)methoxy)-4-(1,4-oxazepan-4-yl)pyrido[4,3-d]pyrimidin-7-yl)naphthalen-2-ol C(#C)C1=C2C(=CC(=CC2=CC=C1F)O)C1=C(C=2N=C(N=C(C2C(=N1)C)N1CCOCCC1)OC[C@]12[C@H](N(CCC1)C)CCC2)F